FC(C1=CC=C(C=C1)N1CCN(CC1)C(=O)C1(CCCC1)NC1=CC=C(C#N)C=C1)(F)F 4-((1-(4-(4-(trifluoromethyl)phenyl)piperazine-1-carbonyl)cyclopentyl)amino)benzonitrile